1-((3S)-3-((5-chloro-4-(3-phenylpyrrolidin-1-yl)pyrimidin-2-yl)amino)piperidin-1-yl)ethan-1-one ClC=1C(=NC(=NC1)N[C@@H]1CN(CCC1)C(C)=O)N1CC(CC1)C1=CC=CC=C1